NC=1C=C2C(OC(C2=CC1)=O)C(C)C 5-amino-3-isopropylisobenzofuran-1(3H)-one